C(C1=CC=CC=C1)(=O)C1=C(SC(=C1)C1=CC=C(C=C1)F)SCC(=O)C1=CC=CC=C1 2-((3-benzoyl-5-(4-fluorophenyl)-2-thienyl)thio)-1-phenylethanone